5-fluoro-3-((6-fluoro-2-methylpyridin-3-yl)oxy)-2-(trifluoromethyl)isonicotinic acid FC1=CN=C(C(=C1C(=O)O)OC=1C(=NC(=CC1)F)C)C(F)(F)F